C(CCCCC)OC(=O)OC1=CC=C(C2=CC=CC=C12)OC(=O)OCCCCCC 1,4-bis(n-hexyloxycarbonyloxy)naphthalene